FC(C(=O)O)(F)F.C1(CC1)N(S(=O)(=O)C)[C@@H]1[C@H](NC1)C N-cyclopropyl-N-((2r,3s)-2-methylazetidin-3-yl)methanesulfonamide trifluoroacetate salt